[SH3+].FC(S(=O)(=O)OC1=C(C(=CC=C1)C1CCCCC1)C1CCCCC1)(F)F Dicyclohexylphenyl trifluoromethanesulfonate Sulfonium